BrC=1C(=C2C(=NC1)NC(=C2C2CC2)[Si](C)(C)C)Cl 5-bromo-4-chloro-3-cyclopropyl-2-(trimethylsilyl)-1H-pyrrolo[2,3-b]pyridine